2,2,2-trifluoro-1-[6-({5-methyl-3-[6-(trifluoromethyl)pyridin-3-yl]-1,2-oxazol-4-yl}methoxy)-1,2,3,4-tetrahydro-2,7-naphthyridin-2-yl]ethan-1-one FC(C(=O)N1CC2=CN=C(C=C2CC1)OCC=1C(=NOC1C)C=1C=NC(=CC1)C(F)(F)F)(F)F